BrC=1C(=C(C=CC1Cl)NC=C(C(=O)OCC)C(C)=O)F ethyl 2-(((3-bromo-4-chloro-2-fluorophenyl) amino) methylene)-3-oxobutyrate